2-[(4-{3-[(4-chloro-2-fluorobenzyl)oxy]pyrazin-2-yl}piperidin-1-yl)methyl]-1-[(1-methyl-1H-imidazol-5-yl)methyl]-1H-benzimidazole-6-carboxylic acid, trifluoroacetate salt FC(C(=O)O)(F)F.ClC1=CC(=C(COC=2C(=NC=CN2)C2CCN(CC2)CC2=NC3=C(N2CC2=CN=CN2C)C=C(C=C3)C(=O)O)C=C1)F